tert-butyl (2S,6S)-2-cyclopropyl-6-(hydroxymethyl)morpholine-4-carboxylate C1(CC1)[C@H]1CN(C[C@H](O1)CO)C(=O)OC(C)(C)C